Cl.N=1N=C(NC1)COC1=C(C=C(C=C1OC)C1=CC(=CC=2N(C(N(C21)C)=O)CC(=O)NC2=CC=C(C=C2)F)C(F)(F)F)F 2-(4-(4-((4H-1,2,4-triazol-3-yl)methoxy)-3-fluoro-5-methoxyphenyl)-3-methyl-2-oxo-6-(trifluoromethyl)-2,3-dihydro-1H-benzo[d]imidazol-1-yl)-N-(4-fluorophenyl)acetamide hydrochloride